1-(3-aminopropyl)-1H-indazole NCCCN1N=CC2=CC=CC=C12